Cl.NC/C(/CN1NCN(C1=O)C=1SC(=CN1)C1=CC2=C(OCO2)C=C1)=C/F 2-[(2Z)-2-(aminomethyl)-3-fluoroprop-2-en-1-yl]-4-[5-(1,3-benzodioxol-5-yl)-1,3-thiazol-2-yl]-dihydro-3H-1,2,4-triazol-3-one hydrochloride